aspartic acid diacetic acid sodium salt [Na+].C(CN([C@@H](CC(=O)[O-])C(=O)[O-])CC(=O)[O-])(=O)[O-].[Na+].[Na+].[Na+]